BrC1=CC=C2C(N(C(C2=C1)=O)CC1=NC=C(C=C1)Cl)(C1=CC=C(C=C1)Cl)O[C@@H]1C[C@H](CC1)O[Si](C)(C)C(C)(C)C 6-Bromo-3-((trans-3-((tertbutyldimethylsilyl)oxy)cyclopentyl)oxy)-3-(4-chlorophenyl)-2-((5-chloropyridin-2-yl)methyl)isoindolin-1-one